benzyl 4-{2-fluoro-4-[(1S)-1-({8-[(2S)-3-methylbutan-2-yl]-7-oxo-7,8-dihydropyrido[2,3-d]pyrimidin-2-yl}amino)ethyl] phenyl}piperazine-1-carboxylate FC1=C(C=CC(=C1)[C@H](C)NC=1N=CC2=C(N1)N(C(C=C2)=O)[C@@H](C)C(C)C)N2CCN(CC2)C(=O)OCC2=CC=CC=C2